5-bromo-3-((4-chlorophenylimino)meth-yl)-2-(isobutyryloxy)phenyl 3-methylbenzoate CC=1C=C(C(=O)OC2=C(C(=CC(=C2)Br)C=NC2=CC=C(C=C2)Cl)OC(C(C)C)=O)C=CC1